FC1=C(C(=O)OC)C(=CC=C1)N1N=CC=N1 methyl 2-fluoro-6-(2H-1,2,3-triazol-2-yl)benzoate